(S)-4-amino-7-fluoro-N-methyl-N-(6-(methylsulfonyl)-2,3-dihydrobenzofuran-3-yl)imidazo[1,5-a]quinoxaline-8-carboxamide NC=1C=2N(C3=CC(=C(C=C3N1)F)C(=O)N([C@@H]1COC3=C1C=CC(=C3)S(=O)(=O)C)C)C=NC2